C1N(CCC2=CC=CC=C12)[C@H]1[C@@H](CN(CC1)C(=O)C1=NC=NC(=C1)NC1CCN(CC1)C=1SC(=CN1)C)O ((3R,4R)-4-(3,4-Dihydroisoquinolin-2(1H)-yl)-3-hydroxypiperidin-1-yl)(6-((1-(5-methyl-Thiazol-2-yl)piperidin-4-yl)amino)pyrimidin-4-yl)methanone